N-(3-(4-methylpiperazin-1-yl)-1H-pyrazolo[4,3-c]pyridin-6-yl)acetamide CN1CCN(CC1)C1=NNC2=C1C=NC(=C2)NC(C)=O